FC1=CC=C(C=C1)N1CCN(CCC1)C1=CC(=C(C(=C1)C)NC(CC(C)(C)C)=O)C N-(4-(4-(4-fluorophenyl)-1,4-diazepan-1-yl)-2,6-dimethylphenyl)-3,3-dimethylbutanamide